C(C)OC(C)N1N=CC(=C1)C=1C=CC=2N(C1C(C)C)N=C(N2)N[C@H]2C[C@H](CCC2)N2CC1=CC=C(C=C1C2=O)NC(OCC2=CC=CC=C2)=O benzyl (2-((1S,3R)-3-((6-(1-(1-ethoxyethyl)-1H-pyrazol-4-yl)-5-isopropyl-[1,2,4]triazolo[1,5-a]pyridin-2-yl)amino)cyclohexyl)-3-oxoisoindolin-5-yl)carbamate